5-(2,3-dimethyl-3H-imidazo[4,5-b]pyridin-5-yl)-N-(cis-3-ethoxycyclobutyl)pyrrolo[2,1-f][1,2,4]triazin-2-amine CC1=NC=2C(=NC(=CC2)C=2C=CN3N=C(N=CC32)N[C@@H]3C[C@@H](C3)OCC)N1C